COC1=CC=C(C=C1)C#CC1=CC=C(C=C1)OC di-(p-methoxyphenyl)-acetylene